N-[6-Methyl-5-(4-pyridin-3-yl-pyrimidin-2-ylamino)-pyridin-3-yl]-3-(4-propyl-piperazin-1-yl)-5-trifluoromethyl-benzamide CC1=C(C=C(C=N1)NC(C1=CC(=CC(=C1)C(F)(F)F)N1CCN(CC1)CCC)=O)NC1=NC=CC(=N1)C=1C=NC=CC1